3-Chlorobenzyl ((S)-3-cyclohexyl-1-(((S)-5-(ethyl(phenethyl)amino)-1-(methoxy(methyl)amino)-1,5-dioxopentan-2-yl)amino)-1-oxopropan-2-yl)carbamate C1(CCCCC1)C[C@@H](C(=O)N[C@H](C(=O)N(C)OC)CCC(=O)N(CCC1=CC=CC=C1)CC)NC(OCC1=CC(=CC=C1)Cl)=O